4-methoxy-N-[(1s,4s)-4-{[6-chloro-2-(trifluoromethyl)imidazo[1,2-a]pyridin-5-yl]amino}cyclohexyl]benzamide COC1=CC=C(C(=O)NC2CCC(CC2)NC2=C(C=CC=3N2C=C(N3)C(F)(F)F)Cl)C=C1